CC1(CN(CCN1C(=O)C1=CNC(C=C1)=O)[C@@H](C(=O)NC1=NC=C(C=C1)CC1=CC=C(C=C1)F)C)C (R)-2-(3,3-dimethyl-4-(6-oxo-1,6-dihydropyridine-3-carbonyl)piperazin-1-yl)-N-(5-(4-fluorobenzyl)pyridin-2-yl)propanamide